CN1CCC(CC1)N(C(O)=O)C1=NC2=C(N1)C=CC(=C2)C2=NNC(C1=CC(=C(C=C21)F)F)=O.BrCC=2C(=C(C=CC2)CBr)CBr tris-(bromomethyl)benzene 1-Methylpiperidin-4-yl-(5-(6,7-difluoro-4-oxo-3,4-dihydrophthalazin-1-yl)-1H-benzimidazol-2-yl)carbamate